C(C)(=O)N1CCC(CC1)N1N=CC(=C1)NC1=NC=C(C(=N1)C1=CC=C(C(=O)NCC#N)C=C1)C 4-(2-((1-(1-Acetylpiperidin-4-yl)-1H-pyrazol-4-yl)amino)-5-methylpyrimidin-4-yl)-N-(cyanomethyl)benzamide